3-methyl-6-[(4-methylphenyl)amino]-3H-dibenzo[f,ij]isoquinoline-2,7-dione CN1C2=C3C(C(C4=C(C3=CC1=O)C=CC=C4)=O)=C(C=C2)NC2=CC=C(C=C2)C